FC1=C(C(=CC=C1)F)/C=C/C(=O)NN1C(=C(C(C=C1)=C=O)O)C (trans)-3-(2,6-difluorophenyl)-N-(3-hydroxy-2-methyl-4-carbonylpyridin-1(4H)-yl)acrylamide